C1(=CC=CC=C1)[B-](C1=CC=CC=C1)(C1=CC=CC=C1)C1=CC=CC=C1.C1(=CC=CC=C1)C([NH+](C)C)(C1=CC=CC=C1)C1=CC=CC=C1 triphenyltrimethylammonium tetraphenylborate